tryptamine azide [N-]=[N+]=[N-].NCCC1=CNC2=CC=CC=C12